2,2,4,6-tetramethyl-2,3-dihydropyridine CC1(N=C(C=C(C1)C)C)C